C(C)(C)(C)OC(=O)N1N=C(C2=NC(=CC(=C21)N2CC(C2)OC(=O)OC(C)(C)C)C(F)(F)F)Br 3-bromo-7-(3-((tert-butoxycarbonyl)oxy)azetidin-1-yl)-5-(trifluoromethyl)-1H-pyrazolo[4,3-b]Pyridine-1-carboxylic acid tert-butyl ester